NC1=CC(=CC(=N1)NC1CCCC(CCC1)O)CN1C[C@@H](O[C@@H](C1)C)C 5-((6-amino-4-(((2S,6R)-2,6-dimethylmorpholino)methyl)pyridin-2-yl)amino)cyclooctan-1-ol